N-{1-[(4S)-7-(3,5-dimethylisoxazol-4-yl)-4-pyridin-2-yl-4,5-dihydroimidazo[1,5,4-de][1,4]benzoxazin-2-yl]azetidin-3-yl}ethanesulfonamide CC1=NOC(=C1C1=CC=C2C=3N([C@H](COC31)C3=NC=CC=C3)C(=N2)N2CC(C2)NS(=O)(=O)CC)C